FC1(C[C@H](CCC1)[C@@H](C(=O)NC1=CC=C(C=C1)C=1C(=NNC1C)C)NC(=O)C=1N(N=CC1)CC)F N-[(1S)-1-[(1S)-3,3-difluorocyclohexyl]-2-[4-(3,5-dimethyl-1H-pyrazol-4-yl)anilino]-2-oxo-ethyl]-2-ethyl-pyrazole-3-carboxamide